N-(2-(5-Chloro-2-hydroxy-4-methoxybenzoyl)-1,2,3,4-tetrahydroisoquinolin-7-yl)-N-methylacrylamide ClC=1C(=CC(=C(C(=O)N2CC3=CC(=CC=C3CC2)N(C(C=C)=O)C)C1)O)OC